CCC(CCC(CC)S)S 3,6-dithio-octane